tert-butyl N-[1-(cinnolin-5-yl) pyrrolidin-3-yl]-N-methylcarbamate N1=NC=CC2=C(C=CC=C12)N1CC(CC1)N(C(OC(C)(C)C)=O)C